C(C)N(C(=N)N(C)C)CCC 1-ethyl-3,3-dimethyl-1-propylguanidine